FC=1C(=CC=C2C(=NC(=NC12)OCC12CCCN2CCC1)N1C[C@H]2CC[C@@H](C1)N2C(=O)[O-])C2=C(C=CC=C2O)F (1R,5S)-3-(8-fluoro-7-(2-fluoro-6-hydroxyphenyl)-2-((tetrahydro-1H-pyrrolizin-7a(5H)-yl)methoxy)quinazolin-4-yl)-3,8-diazabicyclo[3.2.1]octane-8-carboxylate